C(OC)(OC=1CC(CC(C1)=O)C1=CC=C(C=C1)C(F)(F)F)=O methyl (5-oxo-4'-(trifluoromethyl)-1,2,5,6-tetrahydro-[1,1'-biphenyl]-3-yl) carbonate